2,2-bis(phenylsulfonyl)propane C1(=CC=CC=C1)S(=O)(=O)C(C)(C)S(=O)(=O)C1=CC=CC=C1